C(#N)C1=CN=C(S1)N1CCC(=CCC1)C=1C(=CC(=C(C1)NC(=O)C1=CNC(C=C1C(F)F)=O)N1C[C@H](N([C@H](C1)C)C)C)F |r| N-[5-[1-(5-cyano-1,3-thiazol-2-yl)-2,3,6,7-tetrahydroazepin-4-yl]-4-fluoro-2-[rac-(3R,5S)-3,4,5-trimethylpiperazin-1-yl]phenyl]-4-(difluoromethyl)-6-oxo-1H-pyridine-3-carboxamide